C(C1=CC=CC=C1)C1=C(C=CC(=C1)C)NC(CN1CCN(CC1)C)=O N-(2-benzyl-4-methylphenyl)-2-(4-methylpiperazin-1-yl)acetamide